6-Bromo-N-(4-methoxybenzyl)-3-nitropyridine-2-amine BrC1=CC=C(C(=N1)NCC1=CC=C(C=C1)OC)[N+](=O)[O-]